3-[(3-tert-butyl-2-hydroxy-1,2-benzoxaborinin-6-yl)amino]-1-(2-cyanocyclohexyl)pyrazole-4-carboxamide C(C)(C)(C)C=1B(OC2=C(C1)C=C(C=C2)NC2=NN(C=C2C(=O)N)C2C(CCCC2)C#N)O